(S)-α-cyano-4-fluoro-3-phenoxybenzyl (1R,3S)-3-(2,2-dichlorovinyl)-2,2-dimethylcyclopropanecarboxylate ClC(=C[C@H]1C([C@@H]1C(=O)O[C@@H](C1=CC(=C(C=C1)F)OC1=CC=CC=C1)C#N)(C)C)Cl